C(C)OC(C(OC)=N)OCC methyl 2,2-diethoxyacetimidate